C(#N)COC([C@@H](N)CO)=O L-serine cyanomethyl ester